C(N)(=O)C1(CN(CCC1)C(=O)OC(C)(C)C)C1=NC=CC=C1 tert-butyl 3-carbamoyl-3-(pyridin-2-yl)piperidine-1-carboxylate